1-(4-(trifluoromethyl)phenyl)-1,3-dihydro-2H-benzo[d]imidazol-2-imine FC(C1=CC=C(C=C1)N1C(NC2=C1C=CC=C2)=N)(F)F